COC1=NC=C(C=N1)OCC(=O)NC12CC(C1)(C2)C2=CC(=NC=C2)OCCCOC(F)(F)F 2-[(2-methoxypyrimidin-5-yl)oxy]-N-(3-{2-[3-(trifluoromethoxy)propoxy]pyridin-4-yl}bicyclo[1.1.1]pentan-1-yl)acetamide